4-([1,1'-biphenyl]-2-yl)-6-(4-methylpiperazine-1-carbonyl)quinoline-2-carbaldehyde C1(=C(C=CC=C1)C1=CC(=NC2=CC=C(C=C12)C(=O)N1CCN(CC1)C)C=O)C1=CC=CC=C1